6-methyl-7-oxo-6,7-dihydrothieno[2,3-c]pyridin-2-carboxylic acid CN1C(C2=C(C=C1)C=C(S2)C(=O)O)=O